(R)-2-methyl-N4-(1-methyl-3-(3-methylisoxazol-5-yl)-1H-pyrazol-5-yl)-N1-((S)-11-oxo-2,3,10,11-tetrahydro-1H,5H-benzo[d]pyrazolo[1,2-a][1,2]diazepin-10-yl)succinamide C[C@@H](C(=O)N[C@H]1C2=C(CN3N(C1=O)CCC3)C=CC=C2)CC(=O)NC2=CC(=NN2C)C2=CC(=NO2)C